2-(1-(2-chlorobenzyl)-4-(nitroso)piperidin-3-ylidene)acetic acid ClC1=C(CN2CC(C(CC2)N=O)=CC(=O)O)C=CC=C1